methyl (5-methoxy-1,2,3,4-tetrahydroquinolin-8-yl)carbamate COC1=C2CCCNC2=C(C=C1)NC(OC)=O